N-((1R,3s,5S)-8-phenyl-8-azabicyclo[3.2.1]octan-3-yl)-1H-indole-6-carboxamide C1(=CC=CC=C1)N1[C@H]2CC(C[C@@H]1CC2)NC(=O)C2=CC=C1C=CNC1=C2